C(C)(C)(C)P(CCCCP(C(C)(C)C)C(C)(C)C)C(C)(C)C 1,4-di(di-tert-butylphosphino)butane